C(C1=CC=CC=C1)(=O)OCC(COC(C1=CC=CC=C1)=O)(CCCC)CC 2-ethyl-2-butyl-1,3-propanediol dibenzoate